2-((chlorocarbonyl)oxy)propane-1,3-diyl dipalmitate C(CCCCCCCCCCCCCCC)(=O)OCC(COC(CCCCCCCCCCCCCCC)=O)OC(=O)Cl